C(#N)C=1C=C(C=CC1)C1=CC(=C(O1)C)C(=O)NC1=NC(=NS1)CC(C)=O 5-(3-Cyanophenyl)-2-methyl-N-(3-(2-oxopropyl)-1,2,4-thiadiazol-5-yl)furan-3-carboxamide